FC(C1=NC(=CC(=N1)NC1=CC(=C(C=N1)C=1C=NN(C1)CC(C)(C)NC(OC(C)(C)C)=O)OC)NCC1=C(C=C(C=C1)OC)OC)F tert-butyl (1-(4-(6-((2-(difluoromethyl)-6-((2,4-dimethoxybenzyl) amino)pyrimidin-4-yl)amino)-4-methoxypyridin-3-yl)-1H-pyrazol-1-yl)-2-methylpropan-2-yl)carbamate